1-(2,5-dimethylphenyl)pyrrole-2,5-dione CC1=C(C=C(C=C1)C)N1C(C=CC1=O)=O